2-[3-(5-chloro-2-fluoro-phenyl)-1H-pyrazol-4-yl]-7-[2-(2,5-dihydro-1H-pyrrol-3-yl)-6,8-dihydro-5H-[1,2,4]triazolo[1,5-a]pyrazin-7-yl]-1,5-naphthyridine ClC=1C=CC(=C(C1)C1=NNC=C1C1=NC2=CC(=CN=C2C=C1)N1CC=2N(CC1)N=C(N2)C=2CNCC2)F